COC[C@H]1CCCC[C@@H]2[C@@]1(CC[C@@H]1[C@H]3CC[C@](C[C@H]3CC[C@@H]21)(O)C)C (2R,4aS,4bR,6aS,7S,11aS,11bR,13aR)-7-(methoxymethyl)-2,6a-dimethyloctadecahydro-1H-cyclohepta[a]phenanthren-2-ol